4'-(2,6-naphthalenediylbis(oxy))bisphenol C1=C(C=CC2=CC(=CC=C12)OC1=C(C=CC=C1)O)OC1=C(C=CC=C1)O